NC1=CC(=C(C(=C1)Cl)C1=CC=C(C=C1)C(C(F)(F)F)(C(F)(F)F)O)Cl 2-(4'-amino-2',6'-dichloro-[1,1'-biphenyl]-4-yl)-1,1,1,3,3,3-hexafluoropropan-2-ol